4-((carboxymethyl)amino)butanoic acid C(=O)(O)CNCCCC(=O)O